CC(C)(C=CC(C)(OOC(=O)C=1C=C(C=CC1)C)C)OOC(=O)C=1C=C(C=CC1)C 2,5-dimethyl-2,5-bis(m-toluoyl-peroxy)hexaneN